sodium 5-oxo-4,5-dihydro-[1,2,3]triazolo[1,5-a]pyrimidine-3-carboxylate O=C1NC=2N(C=C1)N=NC2C(=O)[O-].[Na+]